6-methoxy-1H-benzo[d]imidazol-2-amine COC=1C=CC2=C(NC(=N2)N)C1